4-(5-(difluoromethyl)-1,3,4-oxadiazole-2-yl)-1-(2,4,5-trifluorobenzyl)pyridine-2(1H)-one FC(C1=NN=C(O1)C1=CC(N(C=C1)CC1=C(C=C(C(=C1)F)F)F)=O)F